(E)-1-(4-(6-acetylpyridazine-4-carbonyl)piperazin-1-yl)-3-(2,2-difluorobenzo[d][1,3]dioxol-5-yl)prop-2-en-1-one C(C)(=O)C1=CC(=CN=N1)C(=O)N1CCN(CC1)C(\C=C\C1=CC2=C(OC(O2)(F)F)C=C1)=O